[Cl-].ClCC(C[N+](C)(C)C)O N-(3-chloro-2-hydroxypropyl)-N,N,N-trimethylammonium chloride